ClC1=CC=C(C=C1)C(C(=O)OCC)(C[N+](=O)[O-])O ethyl 2-(4-chlorophenyl)-2-hydroxy-3-nitropropionate